2-Phenylpropane-2-yl-5-acetyl-2,6-dimethyl-4-(thieno[2,3-b]pyridin-3-yl)-1,4-dihydropyridine-3-carboxylic acid C1(=CC=CC=C1)C(C)(C)N1C(=C(C(C(=C1C)C(C)=O)C1=CSC2=NC=CC=C21)C(=O)O)C